[Br-].C[PH+](C1=CC=CC=C1)C1=CC=CC=C1 (methyl)diphenylphosphonium bromide